C(C)(C)(C)OC(=O)NNC(C)C1CC1 2-(1-cyclopropylethyl)hydrazine-1-carboxylic acid tert-butyl ester